ClC1=CC(=NN1CCC1CCNCC1)C(=O)OC methyl 5-chloro-1-(2-(piperidin-4-yl) ethyl)-1H-pyrazole-3-carboxylate